C(C)(C)(C)N1C[C@H]([C@@H](C1)C1=C(C=C(C=C1)Cl)F)C(=O)N1C[C@H](C[C@H]1C(=O)N1CCOCC1)N(C(C(C)(C)C)=O)C1CCC(CC1)C N-((3S,5S)-1-((3S,4R)-1-(tert-butyl)-4-(4-chloro-2-fluorophenyl)pyrrolidine-3-Carbonyl)-5-(morpholin-4-carbonyl)pyrrolidin-3-yl)-N-((1s,4r)-4-methylcyclohexyl)trimethylacetamide